CC(C(=O)O)CCCCCCCCCCC(C)C 2,13-dimethyltetradecanoic acid